N6-(tert-butoxycarbonyl)-N2-(2-(2,6-dioxopiperidin-3-yl)-1-oxoisoindolin-5-yl)-L-lysine C(C)(C)(C)OC(=O)NCCCC[C@H](NC=1C=C2CN(C(C2=CC1)=O)C1C(NC(CC1)=O)=O)C(=O)O